N-(4-bromo-2-fluorophenyl)-7-methoxy-2-methylimidazo[1,2-a]pyridine-6-carboxamide BrC1=CC(=C(C=C1)NC(=O)C=1C(=CC=2N(C1)C=C(N2)C)OC)F